C(C)(C)(C)OC(=O)N1C[C@H]2CN(CC[C@H]2C1)C=1C=NC=C(C1)C(F)(F)F.C1(=C(C=CC=C1)C1NCC2=CC(=CC=C12)C(=O)N)C |r| (o-tolyl)isoindoline-5-carboxamide rac-tert-butyl-(3aR,7aR)-5-[5-(trifluoromethyl)pyridine-3-yl]-octahydro-1H-pyrrolo[3,4-c]pyridine-2-carboxylate